ICCCCCCCCCCCC 1-iodododecane